1-(5-(1-hydroxy-3-(4-phenylpiperazin-1-yl)propyl)indolin-1-yl)ethan-1-one OC(CCN1CCN(CC1)C1=CC=CC=C1)C=1C=C2CCN(C2=CC1)C(C)=O